FC1=C(C(=CC=C1)F)C1=CC(=CC2=C1C(=NO2)N2C(N1[C@H](CC2)C([C@@H](C1)NS(=O)(=O)C1CC1)(F)F)=O)F N-{(4aR,6R)-2-[4-(2,6-difluorophenyl)-6-fluoro-1,2-benzoxazol-3-yl]-5,5-difluoro-1-oxooctahydropyrrolo[1,2-c]pyrimidin-6-yl}cyclopropanesulfonamide